FC1=C(C=CC=C1)CCOC1=CC=C(C=N1)CC1=NOC(=C1)C=1C(=NC=CC1)N 3-(3-((6-(2-fluorophenylethoxy)pyridin-3-yl)methyl)isoxazol-5-yl)pyridin-2-amine